[Pb].C(C(=C)C)(=O)OCCCC butyl methacrylate lead salt